4-(5-(4-(((3-(2,6-dioxopiperidin-3-yl)-2-methyl-4-oxo-3,4-dihydroquinazolin-5-yl)amino)methyl)benzyl)hexahydropyrrolo[3,4-c]pyrrol-2(1H)-yl)-3-fluorobenzonitrile O=C1NC(CCC1N1C(=NC2=CC=CC(=C2C1=O)NCC1=CC=C(CN2CC3C(C2)CN(C3)C3=C(C=C(C#N)C=C3)F)C=C1)C)=O